3,5-di((tert-butylcarbonyl)amino)methylbenzoic acid C(C)(C)(C)C(=O)NCC=1C=C(C(=O)O)C=C(C1)CNC(=O)C(C)(C)C